Tri(ortho-cresyl)phosphate C1(=C(C=CC=C1)C)OP(=O)(OC1=C(C=CC=C1)C)OC1=C(C=CC=C1)C